N-(3-(5-(2-cyclopropyl-4-(methylthio)pyrimidin-5-yl)-1H-pyrazolo[3,4-b]pyridine-3-carbonyl)-2,6-difluorophenyl)propane-1-sulfonamide C1(CC1)C1=NC=C(C(=N1)SC)C=1C=C2C(=NC1)NN=C2C(=O)C=2C(=C(C(=CC2)F)NS(=O)(=O)CCC)F